octa-carbonyl-cobaltic chloride C(=O)=[Co+2](=C=O)(=C=O)(=C=O)(=C=O)(=C=O)(=C=O)(=C=O)Cl